1-(cyclopropylmethyl)-1,3-dihydro-2H-imidazol-2-one C1(CC1)CN1C(NC=C1)=O